3-fluoro-7-nitroquinoline FC=1C=NC2=CC(=CC=C2C1)[N+](=O)[O-]